N-(1-(oxetan-3-yl)-1H-pyrazol-4-yl)-1H-indole-5-carboxamide O1CC(C1)N1N=CC(=C1)NC(=O)C=1C=C2C=CNC2=CC1